3-{6-azaspiro[2.5]oct-6-yl}-4-{4-[2-(4,4-difluoropiperidin-1-yl)-6-methylpyridin-4-yl]-1H-imidazol-1-yl}aniline C1CC12CCN(CC2)C=2C=C(N)C=CC2N2C=NC(=C2)C2=CC(=NC(=C2)C)N2CCC(CC2)(F)F